(3S,4R)-3-fluoro-1-[4-({8-[3-(methanesulfonyl-methyl)azetidin-1-yl]-5-methoxy-isoquinolin-3-yl}amino)pyrimidin-2-yl]-3-methyl-piperidin-4-ol F[C@]1(CN(CC[C@H]1O)C1=NC=CC(=N1)NC=1N=CC2=C(C=CC(=C2C1)OC)N1CC(C1)CS(=O)(=O)C)C